ClC=1C=C2C(=CC1)NC(C21CCN(CC1)CCOC1=CC2=CNN=C2C=C1)=O 5-chloro-1'-[2-(2H-indazol-5-yloxy)ethyl]-1,2-dihydrospiro[indole-3,4'-piperidin]-2-one